(S)-quinuclidin-3-yl ((R)-6-(4-isobutoxyphenyl)-2,2-dimethyl-1,2,3,4-tetrahydronaphthalen-1-yl)carbamate C(C(C)C)OC1=CC=C(C=C1)C=1C=C2CCC([C@H](C2=CC1)NC(O[C@@H]1CN2CCC1CC2)=O)(C)C